C(C)(C)(C)OC(=O)N1[C@@H](CCC1)C=1C=C(C=C2CCN(CC12)CC1=NC=C(C=C1)C)Cl (S)-2-(6-chloro-2-(5-methylpicolyl)-1,2,3,4-tetrahydroisoquinolin-8-yl)pyrrolidine-1-carboxylic acid tertiary Butyl ester